C1(CCCC1)N(C(=O)OCC1=C(C=NN1C)C1=CC=C(C(=N1)C(F)(F)F)O[C@@H]1C[C@H](CCC1)C(=O)O)C |r| (+/-)-(1S,3S)-3-((6-(5-(((cyclopentyl(methyl)carbamoyl)oxy)methyl)-1-methyl-1H-pyrazol-4-yl)-2-(trifluoromethyl)pyridin-3-yl)oxy)cyclohexane-1-carboxylic acid